methyl (2E)-2-[2-[[(E)-indan-1-ylideneamino]oxymethyl]-3-methyl-phenyl]-2-methoxyimino-acetate C/1(\CCC2=CC=CC=C12)=N\OCC1=C(C=CC=C1C)\C(\C(=O)OC)=N/OC